(2-fluorophenyl)(3-((4-methoxybenzyl)amino)-5-(4-methylthiazol-5-yl)pyridin-2-yl)methanone FC1=C(C=CC=C1)C(=O)C1=NC=C(C=C1NCC1=CC=C(C=C1)OC)C1=C(N=CS1)C